(2S,3R)-tert-Butyl 3-(2-(bis(tert-butoxycarbonyl)amino)ethyl)-2-(tert-butoxycarbonylamino)-6-(4,4,5,5-tetramethyl-1,3,2-dioxaborolan-2-yl)hexanoate C(C)(C)(C)OC(=O)N(CC[C@H]([C@@H](C(=O)OC(C)(C)C)NC(=O)OC(C)(C)C)CCCB1OC(C(O1)(C)C)(C)C)C(=O)OC(C)(C)C